N-[1-(3,5-Difluoropyridin-2-yl)-1H-pyrazol-3-yl]-2-(trifluoromethyl)benzamide FC=1C(=NC=C(C1)F)N1N=C(C=C1)NC(C1=C(C=CC=C1)C(F)(F)F)=O